CC1SSSC1 4-methyl-1,2,3-trithiolane